tert-butyl 2-[(E)-3-(diethylamino) prop-2-enoyl]-5-methyl-piperidine-1-carboxylate C(C)N(/C=C/C(=O)C1N(CC(CC1)C)C(=O)OC(C)(C)C)CC